N-{[5-chloro-6-(2-cyclopropyl-5-pyrimidinyl)-2-indolyl]methyl}acetamide ClC=1C=C2C=C(NC2=CC1C=1C=NC(=NC1)C1CC1)CNC(C)=O